N-(4-chloropyridin-2-yl)-2-(3-(trifluoromethyl)phenyl)acetamide ClC1=CC(=NC=C1)NC(CC1=CC(=CC=C1)C(F)(F)F)=O